[Na+].ClC1=C(C(=CC=C1)Cl)NC1=C(C=CC=C1)CC(=O)[O-] 2-[(2,6-Dichlorophenyl)amino]benzeneacetic acid sodium salt